C[Si](C=1SC=CN1)(C)C 2-(trimethylsilyl)thiazole